methyl (2R,4S)-4-((tert-butyldimethylsilyl)oxy)-1-(cyclopropanecarbonyl)-5-methylpyrrolidine-2-carboxylate [Si](C)(C)(C(C)(C)C)O[C@H]1C[C@@H](N(C1C)C(=O)C1CC1)C(=O)OC